NC(C(CCC(=O)OC(C)(C)C)N1C(C2=CC=C(C=C2C1)C=1N=C(N(C1)C)C12CCN(CC1)CC2)=O)=O tert-butyl 5-amino-4-[5-(1-methyl-2-quinuclidin-4-yl-imidazol-4-yl)-1-oxo-isoindolin-2-yl]-5-oxo-pentanoate